2-methyl-1-phenylpentan-3-one O-methyloxime CON=C(C(CC1=CC=CC=C1)C)CC